2,4-dichloro-5-ethoxymethyl-pyrimidine ClC1=NC=C(C(=N1)Cl)COCC